N-(3-methoxybenzyl)-N-(3-(2-methoxyethoxy)benzyl)-4-(morpholinomethyl)oxazol-2-amine COC=1C=C(CN(C=2OC=C(N2)CN2CCOCC2)CC2=CC(=CC=C2)OCCOC)C=CC1